O1CC(CC2=CC=CC=C12)C(=O)C1=CN(C2=CC(=CC=C12)C=1C=NNC1)CCN(C)C Chroman-3-yl-[1-[2-(dimethylamino)ethyl]-6-(1H-pyrazol-4-yl)indol-3-yl]methanone